1,2-diformyloxycyclohexane methyl-((1-((3-((2-(2-aminoethoxy)-5-ethylphenyl)sulfonamido)-4-methoxybenzo[d]isoxazol-6-yl)methyl)-1H-pyrazol-4-yl)methyl)carbamate CN(C(O)=O)CC=1C=NN(C1)CC1=CC2=C(C(=NO2)NS(=O)(=O)C2=C(C=CC(=C2)CC)OCCN)C(=C1)OC.C(=O)OC1C(CCCC1)OC=O